N[C@@H](CC1=CNC2=CC=CC=C12)C(=O)OC(CCCC)=O methylbutyryl L-tryptophanate